2-([1-[(2-Chlorophenyl)methyl]-5-(3,5-diethoxyphenyl)-1H-pyrazol-3-yl]-methoxy)-2-methylpropanoic acid ClC1=C(C=CC=C1)CN1N=C(C=C1C1=CC(=CC(=C1)OCC)OCC)COC(C(=O)O)(C)C